Benzene-1,4-diylbis[2-(4-methylphenoxy)acetamide] C1(=CC=C(C=C1)C(C(=O)N)OC1=CC=C(C=C1)C)C(C(=O)N)OC1=CC=C(C=C1)C